4-(Difluoromethoxy)-2-((4-(6-((2-fluorobenzyl)oxy)pyridin-2-yl)piperidin-1-yl)methyl)-1-methyl-1H-benzo[d]imidazole-6-carboxylic acid FC(OC1=CC(=CC=2N(C(=NC21)CN2CCC(CC2)C2=NC(=CC=C2)OCC2=C(C=CC=C2)F)C)C(=O)O)F